2-ethyl-6-hydroxythieno[2,3-b]pyridine-5-carboxylic acid C(C)C1=CC=2C(=NC(=C(C2)C(=O)O)O)S1